(R)-(3-aminopiperidin-1-yl)(2-(1-isobutyl-1H-indol-2-yl)-3,4-dihydro-5-oxa-1,2a-diazaacenaphthylen-7-yl)methanone N[C@H]1CN(CCC1)C(=O)C=1C=C2OCCN3C(=NC(C1)=C32)C=3N(C2=CC=CC=C2C3)CC(C)C